7,7a-dimethoxy-2,3,3a,7a-tetrahydrobenzofuran-5(4H)-one COC1=CC(CC2CCOC21OC)=O